rac-tert-butyl (5R,7S,8R)-7,8-dihydroxy-2-azaspiro[4.5]decane-2-carboxylate O[C@H]1C[C@]2(CCN(C2)C(=O)OC(C)(C)C)CC[C@H]1O |r|